Sodium Myristate C(CCCCCCCCCCCCC)(=O)[O-].[Na+]